4-fluoro-N-[(1s,4s)-4-{[2-(trifluoromethyl)-1-benzothiophen-4-yl]amino}cyclohexyl]benzamide FC1=CC=C(C(=O)NC2CCC(CC2)NC2=CC=CC3=C2C=C(S3)C(F)(F)F)C=C1